FC1=CC=C(C=C1)C(C)N1N=C(N=N1)C1=CC=C(C=C1)S(=O)(=O)NCC(=O)N 2-(4-(2-(1-(4-fluorophenyl)ethyl)-2H-tetrazole-5-yl)phenylsulfonylamino)acetamide